C(C)C1CC(OC(C1)=O)=O 4-ethyltetrahydropyran-2,6-dione